3-amino-N-(2-{3-amino-4-[(1-methoxypropan-2-yl)oxy]pyrrolidin-1-yl}-3-fluoro-5,6,7,8-tetrahydroquinolin-6-yl)-4,6-dimethylthieno[2,3-b]pyridine-2-carboxamide NC1=C(SC2=NC(=CC(=C21)C)C)C(=O)NC2CC=1C=C(C(=NC1CC2)N2CC(C(C2)OC(COC)C)N)F